2-(4-Cyclopropylpyrimidin-2-yl)-6-(2,4-dimethylphenyl)-5,6,7,8-tetrahydrophthalazin-1(2H)-one C1(CC1)C1=NC(=NC=C1)N1C(C=2CCC(CC2C=N1)C1=C(C=C(C=C1)C)C)=O